OCCC1CCN(CC1)C1=CC(=C(C=C1)N1CNCC=C1)C 1-(4-(4-(2-hydroxyethyl)piperidin-1-yl)-2-methylphenyl)dihydropyrimidine